C(C1=CC=CC=C1)N1C(=NC2=NC=NC2=C1)N L-1-benzyl-aminopurine